2-{[(3S)-3-{2-[(4-chloro-2-fluorophenoxy)methyl]pyridin-4-yl}pyrrolidin-1-yl]methyl}-1-{[1-(cyanomethyl)cyclopropyl]methyl}-4-fluoro-1H-1,3-benzodiazole-6-carboxylic acid ClC1=CC(=C(OCC2=NC=CC(=C2)[C@H]2CN(CC2)CC2=NC3=C(N2CC2(CC2)CC#N)C=C(C=C3F)C(=O)O)C=C1)F